5-((5-isopropyl-2-(trimethylsilyl)pyridin-4-yl)oxy)pyrimidine-2,4-diamine C(C)(C)C=1C(=CC(=NC1)[Si](C)(C)C)OC=1C(=NC(=NC1)N)N